3-((S)-3-(((S)-morpholin-2-yl)methyl)-8-oxo-1,2,3,4,4a,5,8,10-octahydro-9H-pyrazino[1',2':4,5][1,4]oxazino[2,3-f]isoindol-9-yl)piperidine-2,6-dione hydrochloride salt Cl.N1C[C@H](OCC1)CN1C[C@@H]2N(C3=C(C=C4C(N(CC4=C3)C3C(NC(CC3)=O)=O)=O)OC2)CC1